C(C)(C)N1C=NC2=C1C=CC(=C2)C(=O)N 1-isopropyl-1H-benzo[d]Imidazole-5-carboxamide